C(C)(C)OC1=CC2=C(OCCN2CCC2=CC=C(C(=O)NCC3=CC=C(C=C3)S(=O)(=O)C)C=C2)C=C1 4-(2-(6-isopropoxy-2,3-dihydro-4H-benzo[b][1,4]oxazin-4-yl)ethyl)-N-(4-(methylsulfonyl)benzyl)benzamide